CC=1C=C(C=C(C1)C)C1(CCC2(CN(C2)C(=O)OCCCC)CC1)O butyl 7-(3,5-dimethylphenyl)-7-hydroxy-2-azaspiro[3.5]nonane-2-carboxylate